5-cyclopentyl-N-(1-(methylsulfonyl)piperidin-4-yl)-2,6-naphthyridin-3-amine C1(CCCC1)C1=C2C=C(N=CC2=CC=N1)NC1CCN(CC1)S(=O)(=O)C